2,2-Bis(hydroxymethyl)-1,5-pentandiol OCC(CO)(CCCO)CO